N6-[(2-propynyloxy)carbonyl]-l-lysine C(C#C)OC(=O)NCCCC[C@H](N)C(=O)O